6-(3-(2-(1-(5-hydroxypyridin-3-yl)cyclobutoxy)acetyl)-3,8-diazabicyclo[3.2.1]octan-8-yl)nicotinonitrile OC=1C=C(C=NC1)C1(CCC1)OCC(=O)N1CC2CCC(C1)N2C2=NC=C(C#N)C=C2